3,6-dibromo-α-(1-piperazinylmethyl)-9H-carbazole-9-ethanol dihydrochloride C1CN(CCN1)CC(CN2C3=C(C=C(C=C3)Br)C4=C2C=CC(=C4)Br)O